NC1=C(C(=NN1CC)C)C#N 5-amino-1-ethyl-3-methyl-1H-pyrazole-4-carbonitrile